2-oxo-2-(3-phenyl-pyrrolidin-1-yl)-acetamide O=C(C(=O)N)N1CC(CC1)C1=CC=CC=C1